ClC=1C=C2C(=CC(=NC2=CC1)C(F)(F)F)N[C@@H]1C[C@@H](CCC1)NC(=O)C=1C=NN(C1C(F)(F)F)CC N-[(1R,3S)-3-{[6-chloro-2-(trifluoromethyl)quinolin-4-yl]amino}cyclohexyl]-1-ethyl-5-(trifluoromethyl)-1H-pyrazole-4-carboxamide